COC=1C=C(C=C2CN(CC(C2=O)S(=O)(=O)C2=C(C=CC=C2)F)S(=O)(=O)C2=CC=C(C=C2)F)C=C(C1OC)OC 3-(3,4,5-trimethoxybenzylidene)-5-(2-fluorobenzenesulfonyl)-N-(4-fluorobenzenesulfonyl)-4-piperidone